(4-(5-amino-3-(4-aminophenyl)imidazo[1,5-c]pyrimidin-1-yl)piperidin-1-yl)-2-methylpropan-1-one NC1=NC=CC=2N1C(=NC2C2CCN(CC2)C(C(C)C)=O)C2=CC=C(C=C2)N